(S)-2-(2-fluoro-3-(trifluoromethyl)phenyl)-N-(5-fluoro-6-(4-(pyrrolidin-2-yl)-1H-imidazol-1-yl)pyridin-3-yl)acetamide FC1=C(C=CC=C1C(F)(F)F)CC(=O)NC=1C=NC(=C(C1)F)N1C=NC(=C1)[C@H]1NCCC1